tert-butyl (4-((3-(2,3-dichloropyridin-4-yl)-2-methylphenyl)carbamoyl)-3-fluorobenzyl)(2-hydroxyethyl)carbamate ClC1=NC=CC(=C1Cl)C=1C(=C(C=CC1)NC(=O)C1=C(C=C(CN(C(OC(C)(C)C)=O)CCO)C=C1)F)C